C(C)N1C(=NC=C1C)C=O 1-ethyl-5-methyl-1H-imidazole-2-carbaldehyde